[N+](=O)([O-])C1=C(OC2=C1C=CC=C2)O nitrobenzofuranol